N-(2-carboxyethyl)-N-ethyl-3-methoxyaniline C(=O)(O)CCN(C1=CC(=CC=C1)OC)CC